6-{3-[2-(methoxymethoxy)phenyl]-5-methylcinnolin-7-yl}-2,6-diazaspiro[3.3]heptane-2-carboxylic acid tert-butyl ester C(C)(C)(C)OC(=O)N1CC2(C1)CN(C2)C2=CC(=C1C=C(N=NC1=C2)C2=C(C=CC=C2)OCOC)C